(4-(3-(methoxy-d3)oxetan-3-yl)phenyl)(5-(4-(trifluoromethyl)phenyl)hexahydropyrrolo[3,4-c]pyrrol-2(1H)-yl)methanone C(OC1(COC1)C1=CC=C(C=C1)C(=O)N1CC2CN(CC2C1)C1=CC=C(C=C1)C(F)(F)F)([2H])([2H])[2H]